6-(2-Methyl-2H-indazol-5-yl)-2-[(2,2,6,6-tetramethylpiperidin-4-yl)oxy]-1,3-benzothiazol CN1N=C2C=CC(=CC2=C1)C1=CC2=C(N=C(S2)OC2CC(NC(C2)(C)C)(C)C)C=C1